3,3-dibromomethyl-3,4-dihydrothieno[3,4-b][1,4]dioxetane BrCC1(SC=C2C1OO2)CBr